N-(4-cyclopentyl-2,6-difluorophenyl)-2-{[4-(2-hydroxyethyl)-4H-1,2,4-triazol-3-yl]sulfanyl}-5-nitrobenzamide C1(CCCC1)C1=CC(=C(C(=C1)F)NC(C1=C(C=CC(=C1)[N+](=O)[O-])SC1=NN=CN1CCO)=O)F